2-((R)-1-cyclopropylethyl)-6-((S)-1-(ethylsulfonyl)ethyl)phenol C1(CC1)[C@@H](C)C1=C(C(=CC=C1)[C@H](C)S(=O)(=O)CC)O